4-[[(2R,3r,4r,5s)-3-(3,4-difluoro-2-methoxy-phenyl)-4,5-dimethyl-5-(trifluoromethyl)tetrahydrofuran-2-carbonyl]amino]-5-methyl-pyridine-2-carboxamide FC=1C(=C(C=CC1F)[C@@H]1[C@@H](O[C@@]([C@@H]1C)(C(F)(F)F)C)C(=O)NC1=CC(=NC=C1C)C(=O)N)OC